1-((6-bromohexyl)oxy)benzene BrCCCCCCOC1=CC=CC=C1